CN1N=C(C(=C1)C(=O)OC1=C(C(=NN1C)C)C(C1=C(C=C(C=C1)C(F)(F)F)S(=O)(=O)C)=O)C 1,3-dimethyl-4-{2-(methylsulfonyl)-4-(trifluoromethyl) benzoyl}-1H-pyrazol-5-yl 1,3-dimethyl-1H-pyrazole-4-carboxylate